BrC1=C(N=C(C=2N1N=CC2)N2CCC1(CC2)C(C=2C(=NC=C(C2)Cl)C1)=O)C 1'-(7-bromo-6-methyl-pyrazolo[1,5-a]pyrazin-4-yl)-3-chloro-spiro[7H-cyclopenta[b]pyridin-6,4'-piperidin]-5-one